N1(CCSCC1)S(=O)(=O)NC1=C(C(=O)O)C=C(C=C1)C(F)(F)F 2-(thiomorpholine-4-sulfonylamino)-5-(trifluoromethyl)benzoic acid